NC=1C=C(C=C(C1)C(F)(F)F)[C@@H](C)NC1=NC(=NC2=CC3=C(C=C12)OCC1(CO3)CC1)C (R)-N-(1-(3-amino-5-(trifluoromethyl)phenyl)ethyl)-2'-methyl-7'H,9'H-spiro[cyclopropane-1,8'-[1,4]dioxepino[2,3-g]quinazolin]-4'-amine